5-((2-bromo-5-isopropylpyridin-4-yl)oxy)-N2-cyclopropylpyrimidine-2,4-diamine BrC1=NC=C(C(=C1)OC=1C(=NC(=NC1)NC1CC1)N)C(C)C